CC=1C=CC=C2C(NC(=NC12)CSC1CN(CCC1)C(=O)OC(C)(C)C)=O tert-Butyl 3-(((8-methyl-4-oxo-3,4-dihydroquinazolin-2-yl)methyl)thio)piperidine-1-carboxylate